COC=1C2=C(N=C(N1)NC1CCC(CC1)(O)C)NC=C2C2=CC=1N(C=C2)N=CC1 4-((4-Methoxy-5-(pyrazolo[1,5-a]pyridin-5-yl)-7H-pyrrolo[2,3-d]pyrimidin-2-yl)amino)-1-methylcyclohexan-1-ol